BrC=1C=C(C(=NC1Cl)N)C1CC1 5-bromo-6-chloro-3-cyclopropylpyridin-2-amine